ClC1=CC=C(C=C1)C1(CC(C1)COC1OCCCC1)C#N 1-(4-Chlorophenyl)-3-(tetrahydropyran-2-yloxymethyl)cyclobutanecarbonitrile